3,5,5-trimethylhexyl hexanoate C(CCCCC)(=O)OCCC(CC(C)(C)C)C